(S)-(4-amino-3-((1-cyclopropyl-1H-benzo[d]imidazol-5-yl)ethynyl)-1-(pyrrolidin-3-yl)-1H-pyrazolo[4,3-c]pyridin-7-yl)(cyclopropyl)methanone trifluoroacetate FC(C(=O)O)(F)F.NC1=NC=C(C2=C1C(=NN2[C@@H]2CNCC2)C#CC2=CC1=C(N(C=N1)C1CC1)C=C2)C(=O)C2CC2